(3E)-6-(decyloxymethoxy)-3-hexenylmagnesium chloride C(CCCCCCCCC)OCOCC/C=C/CC[Mg]Cl